3-(5-(6-(Benzyloxy)-3-cyanopyrazolo[1,5-a]pyridin-4-yl)pyridin-2-yl)-3,6-diazabicyclo[3.1.1]heptane-6-carboxylic acid tert-butyl ester C(C)(C)(C)OC(=O)N1C2CN(CC1C2)C2=NC=C(C=C2)C=2C=1N(C=C(C2)OCC2=CC=CC=C2)N=CC1C#N